5-bromo-2-cyclopropylpyrimidine BrC=1C=NC(=NC1)C1CC1